dihydro-4H-2-benzothiophen-4-ol C1SCC2C1=CC=CC2O